O[C@@]1(C[C@H]([C@@H](C(C1)=O)O)O)C(=O)O (1R,3R,4S)-1,3,4-trihydroxy-5-oxocyclohexane-1-carboxylic acid